C(CCCCCCCCCCCCCCC)OCC(O)COCCCCCCCCCCCCCCCC 1,3-di-O-(hexadecyl)glycerol